N-benzyl-ethylamine C(C1=CC=CC=C1)NCC